4-hydrazino-1-(2-methoxyphenyl)-6-oxo-1,6-dihydropyridazine-3-carboxylic acid methyl ester COC(=O)C1=NN(C(C=C1NN)=O)C1=C(C=CC=C1)OC